(R)-N-(1-(3-amino-5-(trifluoromethyl)phenyl)ethyl)-5-bromo-6-oxo-1-phenyl-1,6-dihydroPyridazine-3-carboxamide tert-butyl-(2-bromo-5-fluorobenzyl)(tert-butoxycarbonyl)carbamate C(C)(C)(C)CC(C)(C)OC(=O)N(C(O)=O)CC1=C(C=CC(=C1)F)Br.NC=1C=C(C=C(C1)C(F)(F)F)[C@@H](C)NC(=O)C1=NN(C(C(=C1)Br)=O)C1=CC=CC=C1